3-fluoro-4-(2-(2-(methylamino)benzoyl)-6,9-dioxo-5-(4-(trifluoromethyl)benzyl)-2,5,8-triazaspiro[3.5]non-8-yl)benzonitrile FC=1C=C(C#N)C=CC1N1CC(N(C2(CN(C2)C(C2=C(C=CC=C2)NC)=O)C1=O)CC1=CC=C(C=C1)C(F)(F)F)=O